NC(=CC(=O)OC\C=C\C1=CC=CC=C1)C (E)-3-phenyl-2-propen-1-yl 3-aminobut-2-enoate